2-[[4-[(E)-3-(4-Chlorophenyl)prop-2-enoyl]phenyl]carbamoyl]benzoic acid ClC1=CC=C(C=C1)/C=C/C(=O)C1=CC=C(C=C1)NC(=O)C1=C(C(=O)O)C=CC=C1